methanesulfonic acid (1R,2R)-1-((R)-1-(1-benzyl-5-(benzyloxy)-4-oxo-1,4-dihydropyridazin-3-carbonyl) pyrrolidin-2-yl)-2-(2,3-difluorophenyl)-2-phenylethyl ester C(C1=CC=CC=C1)N1N=C(C(C(=C1)OCC1=CC=CC=C1)=O)C(=O)N1[C@H](CCC1)[C@@H]([C@H](C1=CC=CC=C1)C1=C(C(=CC=C1)F)F)OS(=O)(=O)C